ClC1=CC=C(C=C1)C(C(=O)O)NC1=CC(=CC(=C1)OC)OCCO 2-(4-chlorophenyl)-2-((3-(2-hydroxyethoxy)-5-methoxyphenyl)-amino)acetic acid